FC1=C(C=C(C=C1)N1C(=C(C2=CC(=CC=C12)O)C1=CC=C(C(=O)O)C=C1)C1CCOCC1)C 4-(1-(4-fluoro-3-methylphenyl)-5-hydroxy-2-(tetrahydro-2H-pyran-4-yl)-1H-indol-3-yl)benzoic acid